C1(=CC=CC=C1)C=1C(=C(C=2CC3=CC=CC=C3C2C1)C=1C(=C(C(=CC1)C=1C(=CC=CC1)C1=CC=CC=C1)N)C1=C(C=CC=C1)C1=CC=CC=2OC3=C(C21)C=CC=C3)C3=CC=CC=C3 (diphenylfluorenyl)(dibenzofuranylphenyl)(terphenyl)amine